FC1=C2C(=CC(=CC2=CC=C1F)O)OCOC 5,6-difluoro-4-(methoxymethoxy)naphthalene-2-ol